OC1=CC=CC2=C1C(=C(O2)C(=O)NC)C 4-hydroxy-N,3-dimethylbenzofuran-2-carboxamide